2-((2-(phenylethynyl)phenyl)amino)naphthalene-1,4-dione C1(=CC=CC=C1)C#CC1=C(C=CC=C1)NC=1C(C2=CC=CC=C2C(C1)=O)=O